CC1(C(C(=C(C=C1CCCCC)O)C1=CC=CC=C1)O)C1=CSC=C1 3-methyl-4-pentyl-3-(thiophen-3-yl)-[1,1'-biphenyl]-2,6-diol